FC1=CC=C(C=C1)N1C(N([C@@H](C1)C#N)C1=CN=CC2=CC=CC=C12)=O (S)-1-(4-fluorophenyl)-3-(isoquinolin-4-yl)-2-oxoimidazoline-4-carbonitrile